OC[C@@H]1[C@@H]([C@@]2(CN(CCCCN12)C(=O)NC1=CC=C(C=C1)OC)COC)C1=CC=C(C=C1)C#CC1=CC=CC=C1 (8R,9S,10S)-10-(hydroxymethyl)-8-(methoxymethyl)-N-(4-methoxyphenyl)-9-(4-(phenylethynyl)phenyl)-1,6-diazabicyclo[6.2.0]decane-6-carboxamide